1,6-bis(p-toluenesulfonyloxy)hexane CC1=CC=C(C=C1)S(=O)(=O)OCCCCCCOS(=O)(=O)C1=CC=C(C)C=C1